Methyl-phenyl-carbamic acid 6,6-dimethyl-11-oxo-8-((2R,3R)-2,3,4-trihydroxy-butoxy)-6,11-dihydro-benzo[b]naphtho[2,3-d]furan-3-ylester CC1(C2=CC(=CC=C2C(C=2C3=C(OC21)C=C(C=C3)OC(N(C3=CC=CC=C3)C)=O)=O)OC[C@H]([C@@H](CO)O)O)C